4,4'-diphenoxy-1,1'-biphenyl O(C1=CC=CC=C1)C1=CC=C(C=C1)C1=CC=C(C=C1)OC1=CC=CC=C1